N-(4-cyclobutyl-5-(4-fluorophenyl)-1-methyl-1H-pyrazol-3-yl)benzamide C1(CCC1)C=1C(=NN(C1C1=CC=C(C=C1)F)C)NC(C1=CC=CC=C1)=O